N-(3-((5-(trifluoromethyl)pyridin-2-yl)oxy)phenyl)acrylamide FC(C=1C=CC(=NC1)OC=1C=C(C=CC1)NC(C=C)=O)(F)F